7-Bromo-3-hydroxy-quinoline-2-carboxylic acid ethyl ester C(C)OC(=O)C1=NC2=CC(=CC=C2C=C1O)Br